O1C=COC2=NC=CC=C21 [1,4]dioxino[5,6-b]pyridine